2-(m-Tolyl)benzo[d]imidazo[2,1-b]thiazol-7-aminium C1(=CC(=CC=C1)C=1N=C2SC3=C(N2C1)C=CC(=C3)[NH3+])C